(S)-N-(2-(2-(2-aminoethoxy)ethoxy)ethyl)-2-(4-(4-chlorophenyl)-2,3,9-trimethyl-6H-thieno[3,2-f][1,2,4]triazolo[4,3-a][1,4]diazepin-6-yl)acetamide NCCOCCOCCNC(C[C@H]1C=2N(C3=C(C(=N1)C1=CC=C(C=C1)Cl)C(=C(S3)C)C)C(=NN2)C)=O